3-{5-[(R)-(1,3-dimethyl-azetidin-3-yl)-hydroxy-(4-isopropyl-phenyl)-methyl]-pyridin-3-yl}-1-phenyl-propan-1-ol CN1CC(C1)(C)[C@@](C=1C=C(C=NC1)CCC(O)C1=CC=CC=C1)(C1=CC=C(C=C1)C(C)C)O